C(C)(C)OC1=NC=CC=C1C1=CC(=C2C(=N1)C(=NN2C(C)C)C)NCC=2C=NN(C2)C 5-(2-isopropoxy-3-pyridyl)-1-isopropyl-3-methyl-N-[(1-methylpyrazol-4-yl)methyl]pyrazolo[4,3-b]pyridin-7-amine